2,2-dimethoxy-1-azacyclopentane COC1(NCCC1)OC